FC1=C(C#N)C=CC(=C1)C1=NC=CC=C1 2-fluoro-4-(pyridin-2-yl)benzonitrile